3-(5-cyclobutyl-1,3-thiazol-2-yl)-5-(tetrahydro-2H-pyran-4-yloxy)benzoic acid C1(CCC1)C1=CN=C(S1)C=1C=C(C(=O)O)C=C(C1)OC1CCOCC1